BrCCCCCCCCCCCCCCCC(=O)OC methyl 16-bromohexadecanoate